7-chloro-4-(4,4,5,5-tetramethyl-1,3,2-dioxaborolan-2-yl)-1-{[2-(trimethylsilyl)ethoxy]methyl}indazole ClC=1C=CC(=C2C=NN(C12)COCC[Si](C)(C)C)B1OC(C(O1)(C)C)(C)C